7-((5,7-difluoro-2-methyl-1-((2-(trimethylsilyl)ethoxy)methyl)-1H-benzo[d]imidazol-6-yl)oxy)-2-(1H-pyrazol-4-yl)quinoxaline FC1=CC2=C(N(C(=N2)C)COCC[Si](C)(C)C)C(=C1OC1=CC=C2N=CC(=NC2=C1)C=1C=NNC1)F